O1CCN(CC1)CCOC1=CC2=C(N=C(S2)N)C=C1 6-(2-morpholinoethoxy)benzo[d]thiazole-2-amine